2-[1-(2-oxo-1H-benzo[cd]indol-6-yl)-4-piperidyl]acetic acid O=C1NC2=CC=C(C=3C2=C1C=CC3)N3CCC(CC3)CC(=O)O